C(CCCCCCC)[SH-]C([SH-]C(C#N)(CCCO)C)=S S-octyl-S'-[methyl-hydroxypropyl-cyanomethyl]-trithiocarbonate